1,2,3,4,9,10-hexamethylanthracene CC1=C(C(=C(C2=C(C3=CC=CC=C3C(=C12)C)C)C)C)C